2-((6-chloro-3,5-dicyano-4-methoxypyridin-2-yl)thio)-2-phenylacetamide ClC1=C(C(=C(C(=N1)SC(C(=O)N)C1=CC=CC=C1)C#N)OC)C#N